ClC1=C(C=CC=C1OC)/C=C/C(=O)C=1C(N(C(N(C1O)C)=O)C)=O (E)-5-(3-(2-chloro-3-methoxyphenyl)acryloyl)-6-hydroxy-1,3-dimethylpyrimidine-2,4(1H,3H)-dione